3,6,9,12-tetraoxopentadecane-15-amide O=C(CC)CCC(CCC(CCC(CCC(=O)N)=O)=O)=O